CC1=C(OC=2CCC3=CN(N=C3C21)CCNC(OC(C)(C)C)=O)C(NC[C@H]2OCCC2)=O tert-butyl [2-(8-methyl-7-{[(2S)-tetrahydrofuran-2-ylmethyl]carbamoyl}-4,5-dihydro-2H-furo[2,3-g]indazol-2-yl)ethyl]carbamate